O-methylbenzophenone CC1=CC=CC=C1C(=O)C2=CC=CC=C2